COC(C1=CN=C(C(=C1)O)[N+](=O)[O-])=O.FC1=C(OC=2N=CC(=NC2)NC(C(C)N2CC(N(CC2)C(=O)C=2C=C3C(=NC2)N=CO3)(C)C)=O)C=CC(=C1)F N-(5-(2,4-difluorophenoxy)pyrazin-2-yl)-2-(3,3-dimethyl-4-(oxazolo[4,5-b]pyridine-6-carbonyl)piperazin-1-yl)propanamide methyl-5-hydroxy-6-nitronicotinate